CN1CCC(CC1)NC(=O)C1=CN=C(O1)C=1C=C2C(=CC=NC2=CC1)NC(C=C)=O N-(1-methylpiperidin-4-yl)-2-[4-(prop-2-enamido)quinolin-6-yl]-1,3-oxazole-5-carboxamide